4-(4-tert-butoxycarbonylpiperazin-1-yl)benzoic acid C(C)(C)(C)OC(=O)N1CCN(CC1)C1=CC=C(C(=O)O)C=C1